geranylnaringenin C(\C=C(/C)\CCC=C(C)C)[C@@]1(OC=2C=C(C=C(C2C(C1)=O)O)O)C1=CC=C(O)C=C1